(E)-N-[4-(3-chloro-4-fluoroanilino)-7-[(3S)-oxolan-3-yl]oxoquinazolin-6-yl]-4-(dimethylamino)but-2-enamide ClC=1C=C(NC2=NC(NC3=CC(=C(C=C23)NC(\C=C\CN(C)C)=O)[C@H]2COCC2)=O)C=CC1F